2-chloro-6-((2S,5R)-4-(1-(4-chlorophenyl)-3-methylbutyl)-2,5-dimethylpiperazin-1-yl)-8-methyl-9-(((S)-tetrahydrofuran-2-yl)methyl)-9H-purine ClC1=NC(=C2N=C(N(C2=N1)C[C@H]1OCCC1)C)N1[C@H](CN([C@@H](C1)C)C(CC(C)C)C1=CC=C(C=C1)Cl)C